3-methoxy-N-methyl-4-((3-(oxazol-5-yl)-4-((tetrahydro-2H-pyran-4-yl)amino)-1H-pyrazolopyrimidin-6-yl)amino)benzamide COC=1C=C(C(=O)NC)C=CC1NN1CN(C=2C(=C1)NNC2C2=CN=CO2)NC2CCOCC2